(2R,3S)-3-(3,4-difluoro-2-methoxyphenyl)-5-methyl-5-(trifluoromethyl)tetrahydrothiophene-2-carboxylic acid FC=1C(=C(C=CC1F)[C@H]1[C@@H](SC(C1)(C(F)(F)F)C)C(=O)O)OC